3-[3-[[ethyl(methyl)sulfamoyl]amino]-2,6-difluoro-benzoyl]-5-[2-[6-[1-(2-fluoro-4-nitro-phenyl)-4-piperidyl]-2-azaspiro[3.3]heptan-2-yl]pyrimidin-5-yl]-1-trityl-pyrrolo[2,3-b]pyridine C(C)N(S(=O)(=O)NC=1C(=C(C(=O)C2=CN(C3=NC=C(C=C32)C=3C=NC(=NC3)N3CC2(C3)CC(C2)C2CCN(CC2)C2=C(C=C(C=C2)[N+](=O)[O-])F)C(C2=CC=CC=C2)(C2=CC=CC=C2)C2=CC=CC=C2)C(=CC1)F)F)C